C(C)(C)(C)OC(C1=NC(=CC=C1C=1C=NN(C1C)CC1CCCC1)N1CC2=C(C=CC=C2CC1)C(NC=1SC2=NC=CC=C2N1)=O)=O Tert-butyl-3-(1-(cyclopentylmethyl)-5-methyl-1H-pyrazol-4-yl)-6-(8-(thiazolo[5,4-b]pyridin-2-ylcarbamoyl)-3,4-dihydroisoquinolin-2(1H)-yl)picolinate